(2S,4R)-N-([1,1'-biphenyl]-4-ylmethyl)-1-((S)-2-acetamidopropanoyl)-4-hydroxypyrrolidine-2-carboxamide C1(=CC=C(C=C1)CNC(=O)[C@H]1N(C[C@@H](C1)O)C([C@H](C)NC(C)=O)=O)C1=CC=CC=C1